N-(4-(4-(butylsulfonylamino)-3-ethylphenyl)-1H-pyrrolo[2,3-b]pyridin-6-yl)cyclopropylcarboxamide C(CCC)S(=O)(=O)NC1=C(C=C(C=C1)C1=C2C(=NC(=C1)NC(=O)C1CC1)NC=C2)CC